ClC=1C(=C(C=CC1)[C@@]1(C=2C(=C(N=CC2C(N(C1)C1=NC=CC=C1F)=O)NC1CN(C1)C(=O)NC)F)C)F 3-{[(5R)-5-(3-chloro-2-fluorophenyl)-4-fluoro-7-(3-fluoropyridin-2-yl)-5-methyl-8-oxo-5,6,7,8-tetrahydro-2,7-naphthyridin-3-yl]amino}-N-methylazetidine-1-carboxamide